3-neopentyl-2-(tributylstannyl)pyridine C(C(C)(C)C)C=1C(=NC=CC1)[Sn](CCCC)(CCCC)CCCC